(1S,3S)-3-((6-(5-Chloro-3-(((methyl(pentyl)carbamoyl)oxy)methyl)thiophen-2-yl)-2-methylpyridine-3-yl)oxy)cyclohexane-1-carboxylic acid ClC1=CC(=C(S1)C1=CC=C(C(=N1)C)O[C@@H]1C[C@H](CCC1)C(=O)O)COC(N(CCCCC)C)=O